O1CCN(CC1)C=1C=C(C=2C(=NON2)C1)N([C@@H]1CC[C@@H](CC1)N)C1=NC=CC=N1 (cis)-N1-(6-morpholinobenzo[c][1,2,5]oxadiazol-4-yl)-N-(pyrimidin-2-yl)cyclohexane-1,4-diamine